(2R)-2-[6-(5-chloro-2-{[(3R)-1-methyl-6-oxopiperidin-3-yl]amino}pyrimidin-4-yl)-1-oxo-2,3-dihydro-1H-isoindol-2-yl]-N-[(1S)-1-(3-fluoro-5-methoxyphenyl)-2-hydroxyethyl]propionamide ClC=1C(=NC(=NC1)N[C@H]1CN(C(CC1)=O)C)C1=CC=C2CN(C(C2=C1)=O)[C@@H](C(=O)N[C@H](CO)C1=CC(=CC(=C1)OC)F)C